NCC(=O)[O-].NCC(=O)[O-].C(C)O.[Na+].[Na+] disodium ethanol diglycinate